N-{2-benzyl-2-azaspiro[3.3]heptan-6-yl}-4-(3,4,5-trifluorophenyl)piperazine-1-carboxamide C(C1=CC=CC=C1)N1CC2(C1)CC(C2)NC(=O)N2CCN(CC2)C2=CC(=C(C(=C2)F)F)F